1-(4-(2-(4-methoxyphenyl)propan-2-yl)thiazol-2-yl)-3-(3-methoxypropyl)-urea COC1=CC=C(C=C1)C(C)(C)C=1N=C(SC1)NC(=O)NCCCOC